Butyl 2-(5-Acetyl-3-(2,5-dimethyl-1H-pyrrol-1-yl)-1H-pyrazol-1-yl)ethylcarbamate C(C)(=O)C1=CC(=NN1CCNC(OCCCC)=O)N1C(=CC=C1C)C